(S)-quinuclidin-3-yl (5-(2,5-difluorophenyl)-2,2-dimethyl-2,3-dihydro-1H-inden-1-yl)carbamat FC1=C(C=C(C=C1)F)C=1C=C2CC(C(C2=CC1)NC(O[C@@H]1CN2CCC1CC2)=O)(C)C